(Z)-1-(4-hydroxyphenyl)-1-{4-[2-(monomethylamino)ethoxy]Phenyl}-2-phenyl-1-butene citrate C(CC(O)(C(=O)O)CC(=O)O)(=O)O.OC1=CC=C(C=C1)/C(=C(\CC)/C1=CC=CC=C1)/C1=CC=C(C=C1)OCCNC